hexadecane acetate C(C)(=O)O.CCCCCCCCCCCCCCCC